1-(8-fluoro-7-(8-fluoronaphthalen-1-yl)-2-((hexahydro-1H-pyrrolizin-7a-yl)methoxy)pyrido[4,3-d]pyrimidin-4-yl)-N-methylpiperidine-3-sulfonamide FC1=C(N=CC2=C1N=C(N=C2N2CC(CCC2)S(=O)(=O)NC)OCC21CCCN1CCC2)C2=CC=CC1=CC=CC(=C21)F